NCCOCCN1CCN(CC1)CCOCCNC=1C=C2C(N(C(C2=CC1)=O)C1C(NC(CC1)=O)=O)=O 5-[2-[2-[4-[2-(2-Aminoethoxy)ethyl]piperazin-1-yl]ethoxy]ethylamino]-2-(2,6-dioxo-3-piperidyl)isoindoline-1,3-dione